C(=C)[Si](C)(C)OCCCCC vinyl-(n-pentoxy)dimethylsilane